CC(CCCNCCCCN)C N-(4-methylpentyl)butane-1,4-diamine